1-(2-methylbenzo[d]thiazol-5-yl)ethan-1-ol CC=1SC2=C(N1)C=C(C=C2)C(C)O